(R)-tert-butyl ((5-(oxazol-2-yl)isochroman-1-yl)methyl)carbamate O1C(=NC=C1)C1=C2CCO[C@H](C2=CC=C1)CNC(OC(C)(C)C)=O